N=1C=NN2C1C=CC(=C2)N [1,2,4]triazolo[1,5-a]pyridin-6-amine